(8β)-N-(3-(dimethylamino)propyl)-N-((ethylamino)carbonyl)-6-(2-prop-enyl)ergoline-8-carboxamide CN(CCCN(C(=O)[C@H]1CN([C@@H]2CC3=CNC4=CC=CC([C@H]2C1)=C34)CC=C)C(=O)NCC)C